[Na].N1=CC=CC2=CC=CC=C12 quinoline compound with sodium